C(C)OC(=O)C1CC1COS(=O)(=O)C 3-[(methylsulfonyloxy)methyl]Cyclopropane-1-carboxylic acid ethyl ester